C(C1=CC=CC=C1)NC1=NC(=NN2C1=CC=C2C2CS(CC2)(=O)=O)N2C(=CC=1C(=CC=CC21)C(=O)N)C 1-(4-(benzylamino)-7-(1,1-dioxidotetrahydrothiophen-3-yl)pyrrolo[2,1-f][1,2,4]triazin-2-yl)-2-methyl-1H-indole-4-carboxamide